4-chloro-5-fluoro-2-(((2-toluenesulfonylhydrazino)methyl)phenyl)piperazine-1-carboxylic acid tert-butyl ester C(C)(C)(C)OC(=O)N1C(CN(C(C1)F)Cl)C1=C(C=CC=C1)CNNS(=O)(=O)CC1=CC=CC=C1